N-((2R,3S)-1-(5-(4-((tert-butyldimethylsilyl)oxy)butan-2-yl)-3-chloroisoquinolin-8-yl)-2-methylazetidin-3-yl)methanesulfonamide [Si](C)(C)(C(C)(C)C)OCCC(C)C1=C2C=C(N=CC2=C(C=C1)N1[C@@H]([C@H](C1)NS(=O)(=O)C)C)Cl